N-[5-(1H-benzimidazol-2-yl)-1-[(4-methoxyphenyl)methyl]pyrazol-3-yl]-6-[4-(1-hydroxy-1-methyl-ethyl)-1-piperidyl]pyridine-3-carboxamide N1C(=NC2=C1C=CC=C2)C2=CC(=NN2CC2=CC=C(C=C2)OC)NC(=O)C=2C=NC(=CC2)N2CCC(CC2)C(C)(C)O